N-(cyanomethyl)-4-(2-((4-(morpholinyl-3,3,5,5-d4)phenyl)amino)pyrimidin-4-yl)benzyl-Amide C(#N)C[N-]CC1=CC=C(C=C1)C1=NC(=NC=C1)NC1=CC=C(C=C1)N1C(COCC1([2H])[2H])([2H])[2H]